N1C=CC2=CC=C(C=C12)CNC1=CN=C2C(=N1)N=C(C=C2)N2CC1(COC1)C2 N-[(1H-indol-6-yl)methyl]-6-{2-oxa-6-azaspiro[3.3]heptan-6-yl}pyrido[2,3-b]pyrazin-3-amine